tert-butyl 4-(3,3-dimethyl-2-oxo-2,3-dihydro-1H-pyrrolo[2,3-b]pyridin-6-yl)-3,6-dihydropyridine-1(2H)-carboxylate CC1(C(NC2=NC(=CC=C21)C=2CCN(CC2)C(=O)OC(C)(C)C)=O)C